ClC=1C=C(C=2C3=C(NC2C1F)CCNC(C3)=O)C3=NN(N=C3)C 8-chloro-7-fluoro-10-(2-methyl-2H-1,2,3-triazol-4-yl)-3,4,5,6-tetrahydroazepino[4,5-b]indol-2(1H)-one